amino-1,2,4-triazole nitrate [N+](=O)(O)[O-].NC1=NNC=N1